1,1-dicyclopropylmethyl-amine C1(CC1)C(C1CC1)N